FC=1C=C(C=CC1)N(C1=NC=2N(C3=CC(=CC=C13)C=C)C=NN2)C N-(3-fluorophenyl)-N-methyl-8-vinyl-[1,2,4]triazolo[4,3-a]quinazolin-5-amine